C(C(=C)C)(=O)OCCC[Si](OCCOC)(OCCOC)OCCOC 3-methacryloxypropyltris(2-methoxyethoxy)silane